ethyleneglycol monomethacrylate C(C(=C)C)(=O)OCCO